CC=1N=C2N(N=C(C=C2C)C2=CC3=C(N=C(O3)C3CCN(CC3)C(=O)OC(C)(C)C)C(=C2)F)C1 tert-butyl 4-[6-(2,8-dimethylimidazo[1,2-b]pyridazin-6-yl)-4-fluoro-1,3-benzoxazol-2-yl]piperidine-1-carboxylate